ClC=1C=C2C(=NC(N(C2=CC1OCCO)C)=O)N1CCOCC2=C1N=CC=C2C#CC2(CC2)C(F)(F)F 6-chloro-7-(2-hydroxyethoxy)-1-methyl-4-(6-((1-(trifluoromethyl)cyclopropyl)ethynyl)-2,3-dihydropyrido[2,3-e][1,4]oxazepin-1(5H)-yl)quinazolin-2(1H)-one